4-[4-(4-hydroxy-3-methylphenyl)hex-3-yl]-2-methylphenolate OC1=C(C=C(C=C1)C(C(CC)C1=CC(=C(C=C1)[O-])C)CC)C